C(C)OC(=O)C=1C=NC2=C3N=CC=CC3=CC(=C2C1O)OC 4-hydroxy-5-methoxy-[1,10]phenanthroline-3-carboxylic acid ethyl ester